C1(=CC=CC=C1)C=1C=C2C(=NC1)NC(=N2)C2N(CCOC2)C#N (6-phenyl-3H-imidazo[4,5-b]pyridin-2-yl)morpholine-4-carbonitrile